4-acrylamido-N-(5-(3,5-dimethoxyphenethyl)-1H-pyrazol-3-yl)benzamide C(C=C)(=O)NC1=CC=C(C(=O)NC2=NNC(=C2)CCC2=CC(=CC(=C2)OC)OC)C=C1